N1(CCOCC1)C1=CC=C(C=N1)NC1=NC2=C(C=CC=C2C=N1)C1=NC=CC(=C1)NC(C(=C)C)=O N-(2-(2-((6-morpholinylpyridin-3-yl)amino)quinazolin-8-yl)pyridin-4-yl)methacrylamide